CN(C1=CC=C(C=C1)C1=CC(=C(C(O1)=O)C#N)SCC)C 6-(4-(dimethylamino)phenyl)-4-(ethylthio)-2-oxo-2H-pyran-3-carbonitrile